COC=1C=CC=2N(C1)N=CC2C=O (6-methoxypyrazolo[1,5-a]pyridin-3-yl)methanone